CC1(CCCC1)C 3-cis-dimethylcyclopentane